C1(=CC=C(C=C1)N1N=CC(=C1)OC(F)(F)F)C 1-(p-tolyl)-4-(trifluoromethoxy)pyrazole